2-methyl-5-(3-(trifluoromethoxy)phenyl)-N-(3-(2-methoxypropyl)-1,2,4-thiadiazol-5-yl)furan-3-carboxamide CC=1OC(=CC1C(=O)NC1=NC(=NS1)CC(C)OC)C1=CC(=CC=C1)OC(F)(F)F